O=C1NC(CCC1NC1=CC(=C(C=C1)N1CCC(CC1)C(=O)O)F)=O 1-(4-((2,6-dioxopiperidin-3-yl)amino)-2-fluorophenyl)piperidine-4-carboxylic acid